(6R)-6,7-Difluoro-N-(2-(piperidin-1-yl)-4-((4-(trifluoromethyl)benzyl)amino)phenyl)heptanamid F[C@H](CCCCC(=O)NC1=C(C=C(C=C1)NCC1=CC=C(C=C1)C(F)(F)F)N1CCCCC1)CF